4-(3,5-dimethylisoxazol-4-yl)-N1-(1-methylpyrrolidin-3-yl)benzene-1,2-diamine CC1=NOC(=C1C=1C=C(C(=CC1)NC1CN(CC1)C)N)C